5-(6-nitropyridin-3-yl)hexahydropyrrolo[3,4-c]pyrrole-2(1H)-carboxylic acid tert-butyl ester C(C)(C)(C)OC(=O)N1CC2CN(CC2C1)C=1C=NC(=CC1)[N+](=O)[O-]